OC1C(N2C(C(=CC=C2CC1)C)=O)COC1CCC(CC1)C#CC 7-hydroxy-3-methyl-6-({[(1s,4s)-4-(prop-1-yn-1-yl)cyclohexyl]oxy}methyl)-6,7,8,9-tetrahydro-4H-quinolizin-4-one